ClC1=CC=C(C=C1)[C@@H](CN1CCNCC1)NS(=O)(=O)C1=CC=CC=C1 (S)-N-(1-(4-chlorophenyl)-2-(piperazin-1-yl)ethyl)benzenesulfonamide